1-(2-(6-bromo-1-((2-(trimethylsilyl)ethoxy)methyl)-1H-indazol-3-yl)-1-((2-(trimethylsilyl)ethoxy)methyl)-4,6-dihydropyrrolo[3,4-d]imidazol-5(1H)-yl)propan-1-one BrC1=CC=C2C(=NN(C2=C1)COCC[Si](C)(C)C)C1=NC2=C(N1COCC[Si](C)(C)C)CN(C2)C(CC)=O